N-(1-(((7-(8-ethynyl-7-fluoro-3-hydroxynaphthalen-1-yl)-2-(((2S,4R)-4-fluoro-1-methylpyrrolidin-2-yl)methoxy)-5,6-dihydroquinazolin-4-yl)amino)methyl)cyclopentyl)-N-methylacrylamide C(#C)C=1C(=CC=C2C=C(C=C(C12)C=1CCC=2C(=NC(=NC2C1)OC[C@H]1N(C[C@@H](C1)F)C)NCC1(CCCC1)N(C(C=C)=O)C)O)F